CC=1C(=NC=C(C#N)C1)N1CC=2C=C(C=NC2C(C1)C)N1CCOCC1 5-methyl-6-(8-methyl-3-morpholino-7,8-dihydro-1,6-naphthyridin-6(5H)-yl)nicotinonitrile